tert-butyl ((1-(3-((2,3-dichlorophenyl)thio)-1H-pyrazolo[3,4-d]pyrimidin-6-yl)-4-methylpiperidin-4-yl)methyl)carbamate ClC1=C(C=CC=C1Cl)SC1=NNC2=NC(=NC=C21)N2CCC(CC2)(C)CNC(OC(C)(C)C)=O